3-[[3-(bromomethyl)-2-fluoro-phenyl]methyl]-7-[(3-fluoro-2-pyridyl)oxy]-4-methyl-chromen-2-one BrCC=1C(=C(C=CC1)CC=1C(OC2=CC(=CC=C2C1C)OC1=NC=CC=C1F)=O)F